CC=1C(=C(C(=C(C1)C1=CC=CC=C1)C1=NN=NC(=C1C1=C(C=CC=C1)C1=CC=CC=C1)C1=CC=CC=C1)C1=CC=CC=2C3=CC=CC=C3CC12)C dimethylfluorenyl-[phenyl(biphenylyl)triazinyl]biphenyl